2-((octadecylamino)methyl)-5-pentadecylphenol C(CCCCCCCCCCCCCCCCC)NCC1=C(C=C(C=C1)CCCCCCCCCCCCCCC)O